NC(CC(=O)NC1=CNC2=CC=C(C=C12)C=1C=NN(C1)C1=CC=C(C=C1)C(F)(F)F)(C)C 3-amino-3-methyl-N-(5-{1-[4-(trifluoromethyl)phenyl]-1H-pyrazol-4-yl}-1H-indol-3-yl)butanamide